6-methoxycarbonyl-1H-indole COC(=O)C1=CC=C2C=CNC2=C1